2-[[(2S)-3-[5-[bis(2-chloroethyl)amino]-1-methyl-benzimidazol-2-yl]-2-(tert-butoxycarbonylamino)propanoyl]amino]-4-methyl-pentanoate ClCCN(C1=CC2=C(N(C(=N2)C[C@@H](C(=O)NC(C(=O)[O-])CC(C)C)NC(=O)OC(C)(C)C)C)C=C1)CCCl